2-methyl-N-(4-(piperazin-1-yl)phenyl)imidazo[1,2-a]pyrazine-6-carboxamide hydrochloride Cl.CC=1N=C2N(C=C(N=C2)C(=O)NC2=CC=C(C=C2)N2CCNCC2)C1